tert-butyl 6-((4-(2,6-dimethylmorpholino)phenyl)amino)-2-methyl-3-oxo-2,3-dihydro-1H-indazole-1-carboxylate CC1OC(CN(C1)C1=CC=C(C=C1)NC1=CC=C2C(N(N(C2=C1)C(=O)OC(C)(C)C)C)=O)C